N1CCC(CCC1)N1CCC(CC1)C=1C=C2C(=C(NC2=CC1)C1=CC(=C(C=C1)OC)OC)C 5-(1-(azepan-4-yl)piperidin-4-yl)-2-(3,4-dimethoxyphenyl)-3-methyl-1H-indole